N1(CCCCC1)CC/C(/C(=O)OC)=C\C(=O)[O-] methyl (2-(piperidin-1-yl)ethyl)fumarate